CC=1C(=NC=C(C1)NC(C(=O)N1C(CCC(C1)C)C=1C=NC(=CC1)C)=O)NC(OC(C)(C)C)=O tert-butyl N-[3-methyl-5-[[2-[5-methyl-2-(6-methyl-3-pyridyl)-1-piperidyl]-2-oxo-acetyl]amino]-2-pyridyl]carbamate